NC1=C(C=CC=C1)CC(=O)NC=1C=C(C(=O)NC2=CC=C(C(=O)O)C=C2)C=CC1 4-(3-(2-(2-aminophenyl)acetamido)benzamido)benzoic acid